8-bromo-4-(phenylcarbamoyl)-3,4-dihydronaphthalene-2,2(1H)-dicarboxylic acid diethyl ester C(C)OC(=O)C1(CC2=C(C=CC=C2C(C1)C(NC1=CC=CC=C1)=O)Br)C(=O)OCC